FC1(CC(C1)NC1=NC=C(C(=N1)N1C=NC(=C1)C(=O)OC)C)F methyl 1-(2-((3,3-difluorocyclobutyl) amino)-5-methylpyrimidin-4-yl)-1H-imidazole-4-carboxylate